(3-(difluoromethyl)tetrahydrofuran-3-yl)methanol FC(C1(COCC1)CO)F